NCCC(=O)CCO 2-(3-aminopropionyl)ethanol